N-(4-(4-((2-(dimethylamino)ethyl)amino)-3-methyl-1H-pyrazolo[3,4-d]pyrimidin-6-yl)phenyl)-4-methoxypyridine-2-sulfonamide CN(CCNC1=C2C(=NC(=N1)C1=CC=C(C=C1)NS(=O)(=O)C1=NC=CC(=C1)OC)NN=C2C)C